ClCC1=CC(=C(C=C1)C=1NC=C(N1)C(F)(F)F)F C2-(4-(chloromethyl)-2-fluorophenyl)-4-(trifluoromethyl)-1H-imidazole